C(C)(C)(C)OC(=O)N1C(=CC2=CC(=CC(=C12)OCC(F)F)F)CN1C(C(=CC=C1)NC([C@H](CC\C=C\C(=O)N)NC(=O)OC)=O)=O tert-Butyl-(S,E)-2-((3-(7-amino-2-((methoxycarbonyl)-amino)-7-oxohept-5-enamido)-2-oxopyridin-1(2H)-yl)methyl)-7-(2,2-difluoroethoxy)-5-fluoro-1H-indol-1-carboxylat